1,4-bis-(dimethylamino)-butane CN(CCCCN(C)C)C